2-(3-methoxy-3-methylazetidin-1-yl)-5-propylthiazole-4-carboxamide COC1(CN(C1)C=1SC(=C(N1)C(=O)N)CCC)C